CN(CC=O)CCCCC 2-[METHYL(PENTYL)AMINO]ACETALDEHYDE